COC(=O)[C@H]1O[C@H]([C@@H]([C@H]([C@@H]1OC(C)=O)OC(C)=O)OC(C)=O)OC1=C(C=C(C=C1)CO)NC(CCNC(=O)OCC1C2=CC=CC=C2C=2C=CC=CC12)=O (2S,3S,4S,5R,6S)-6-(2-(3-(((9H-fluoren-9-yl)methoxy)-carbonylamino)propionylamino)-4-(hydroxymethyl)phenoxy)-3,4,5-triacetoxy-tetrahydro-2H-pyran-2-carboxylic acid methyl ester